ClC1=C(C=NO)C=CC(=C1)C(C)C chloro-4-isopropylbenzaldehyde oxime